(S)-2-(5-(3-((2-chloro-5-((1-methyl-1H-pyrazol-4-yl)ethynyl)pyridin-4-yl)amino)butoxy)-1-ethyl-1H-pyrazol-4-yl)pyrimidin-4-amine ClC1=NC=C(C(=C1)N[C@H](CCOC1=C(C=NN1CC)C1=NC=CC(=N1)N)C)C#CC=1C=NN(C1)C